N-(3-{6-azaspiro[2.5]octan-6-yl}-4-{4-[2-(4,4-difluoropiperidin-1-yl)-6-(methylamino)pyrimidin-4-yl]-1H-1,2,3-triazol-1-yl}phenyl)-2-hydroxyethane-1-sulfonamide C1CC12CCN(CC2)C=2C=C(C=CC2N2N=NC(=C2)C2=NC(=NC(=C2)NC)N2CCC(CC2)(F)F)NS(=O)(=O)CCO